C(C)(C)(C)OC(C(Cl)(Cl)Cl)=N.C(C)(C)(C)OC(C(Cl)(Cl)Cl)=N.CC1(NC(CCC1)(C)C)C 2,2,6,6-tetramethyl-piperidine TERT-BUTYL-2,2,2-TRICHLOROACETIMIDATE tert-butyl-2,2,2-trichloroacetimidate